C[Si](C(C(=O)OCC)=C)(C)C ethyl 2-(trimethylsilyl)-acrylate